(3-butenyl)-3-methylcyclopentadienyl-zirconium dichloride [Cl-].[Cl-].C(CC=C)[Zr+2]C1C=C(C=C1)C